N1=C(N=CN=C1)C1=C2C=CC=C(C2=CC=C1)N 5-(1,3,5-triazin-2-yl)naphthylamine